3-tert-butyl-N-[6-(4,4,5,5-tetramethyl-1,3,2-dioxaborolan-2-yl)-1,2,3,4-tetrahydronaphthalen-1-yl]-1,2,4-oxadiazole-5-carboxamide C(C)(C)(C)C1=NOC(=N1)C(=O)NC1CCCC2=CC(=CC=C12)B1OC(C(O1)(C)C)(C)C